1-(4-(2,6-dioxopiperidin-3-yl)-3,5-difluorophenyl)azetidin-3-yl butylcarbamate C(CCC)NC(OC1CN(C1)C1=CC(=C(C(=C1)F)C1C(NC(CC1)=O)=O)F)=O